N-(4-((4-cyclopentylphenyl)amino)benzyl)-5-oxopyrrolidine-3-carboxamide C1(CCCC1)C1=CC=C(C=C1)NC1=CC=C(CNC(=O)C2CNC(C2)=O)C=C1